2-((2-hydroxyethyl)(methyl)amino)-4-phenyl-5,7-dihydro-6H-pyrrolo[3,4-d]pyrimidine-6-carbonitrile OCCN(C=1N=C(C2=C(N1)CN(C2)C#N)C2=CC=CC=C2)C